C(C)S(=O)(=O)C=1C=CC(=C(C#N)C1)C 5-(ethylsulfonyl)-2-methylbenzonitrile